C(C)(C)N1C(C(C=2C1=NC=C(C2)[N+](=O)[O-])=O)=O 1-isopropyl-5-nitro-1H-pyrrolo[2,3-b]pyridine-2,3-dione